6-hydroxy-3-(5-(trifluoromethyl)pyridin-2-yl)benzoxazol-2(3H)-one OC1=CC2=C(N(C(O2)=O)C2=NC=C(C=C2)C(F)(F)F)C=C1